O=[CH+] Oxocarbenium